1-(5-(trifluoromethyl)thiophen-2-yl)cyclobutan-1-ol FC(C1=CC=C(S1)C1(CCC1)O)(F)F